butyl 4-[4-[(2,6-dioxo-3-piperidyl)amino]-2-fluoro-phenyl]piperazine-1-carboxylate O=C1NC(CCC1NC1=CC(=C(C=C1)N1CCN(CC1)C(=O)OCCCC)F)=O